[N+](=O)([O-])C1=CC=C(C=C1)NC1=NC(=NC=N1)N N'-(4-nitrophenyl)-1,3,5-triazine-2,4-diamine